FC1=C(C(=CC=C1)F)C1CC(N(N=C1C1=CC(=CC(=C1)OC)OC)C)=O 5-(2,6-difluorophenyl)-6-(3,5-dimethoxyphenyl)-4,5-dihydro-2-methyl-3(2H)-pyridazinone